6-((3-methoxy-4-((6-methoxypyridin-3-yl)methoxy)phenyl)amino)-3-(4-methyl-piperazin-1-yl)quinoxaline-5-carbonitrile COC=1C=C(C=CC1OCC=1C=NC(=CC1)OC)NC1=C(C=2N=C(C=NC2C=C1)N1CCN(CC1)C)C#N